4-cyano-3-methylbenzene C(#N)C1=C(C=CC=C1)C